NC1=CC(=NC(=C1)NC1=C(C=CC=C1)OC)C(=O)NC1=CC=CC=C1 4-Amino-6-((2-methoxyphenyl)amino)-N-phenylpyridineamide